Cl.Cl.NC1=CC2=C(N(C=N2)C)C(=C1)C(=O)O 5-amino-1-methyl-1H-benzo[d]imidazole-7-carboxylic acid dihydrochloride